Cyclobuten-1-yl-[3-[4-[(1R)-1,2-dihydroxyethyl]-1-[4-(trifluoromethoxy)phenyl]pyrazolo[3,4-b]pyridin-3-yl]azetidin-1-yl]methanone C1(=CCC1)C(=O)N1CC(C1)C1=NN(C2=NC=CC(=C21)[C@H](CO)O)C2=CC=C(C=C2)OC(F)(F)F